C(C)OC(CC(C)OCC)OCC 1,1,3-triethoxybutane